ClCC1CNC=2C=C(C3=C(C12)C=CC=C3)O 1-(chloromethyl)-5-hydroxy-1,2-dihydro-3H-benz(e)indole